C1(CC(C(CC1)C(C)C)COCC1CC(CCC1C(C)C)C)C 1-Menthylmethylether